O=C1NC(CCC1C1=CC(=C(C=C1)N1CCN(CC1)C(=O)OC(C)(C)C)OC)=O tert-butyl 4-[4-(2,6-dioxo-3-piperidyl)-2-methoxy-phenyl]piperazine-1-carboxylate